[O-2].[Y+3].[Zr+4].[La+3].[Li+] lithium lanthanum zirconium yttrium oxide